bis(2-ethoxyethyl)dimethyl-ammonium chloride [Cl-].C(C)OCC[N+](C)(C)CCOCC